4-((R)-2-azidobut-2-yl)-6-chloro-1-(((R)-4-(methylsulfanyl)butan-2-yl)oxy)-2,7-naphthyridine N(=[N+]=[N-])[C@](C)(CC)C1=CN=C(C2=CN=C(C=C12)Cl)O[C@H](C)CCSC